2-(7,8-Dichloro-10-(2-methyl-2H-1,2,3-triazol-4-yl)-2-oxo-1,2,3,4,5,6-hexahydroazepino[4,5-b]indol-5-yl)-N-methylacetamide ClC1=C(C=C(C=2C3=C(NC12)C(CNC(C3)=O)CC(=O)NC)C3=NN(N=C3)C)Cl